CC1=NC(=CC=C1S(=O)(=O)N1CC2(C1)CN(C2)C[C@H]2OCCC2)C(F)(F)F (S)-2-((2-methyl-6-(trifluoromethyl)pyridin-3-yl)sulfonyl)-6-((tetrahydrofuran-2-yl)methyl)-2,6-diazaspiro[3.3]heptane